4,5-dichloro-4,5-difluoro-2,2-bis(pentafluoroethyl)-1,3-dioxolane ClC1(OC(OC1(F)Cl)(C(C(F)(F)F)(F)F)C(C(F)(F)F)(F)F)F